N-[(8-Hydroxy-5-quinolinyl)methyl]-2-propenamide OC=1C=CC(=C2C=CC=NC12)CNC(C=C)=O